5-bromo(3-methyl)pyridine-2-boronic acid BrC=1C=C(C(=NC1)B(O)O)C